OC1=C(C=C2C(=NC=NC2=C1)C1=CC=C(C(=O)OCC)C=C1)OC ethyl 4-(7-hydroxy-6-methoxyquinazolin-4-yl)benzoate